BrC1=CC(=C(O[C@H](C(=O)O)C)C=C1)C=1N=CNC1 (2S)-2-[4-bromo-2-(1H-imidazol-4-yl)phenoxy]propionic acid